O1C(CCCC1)OC1=C(C=C(C=C1)C(F)(F)F)C(CC)=O 1-[2-tetrahydropyran-2-yloxy-5-(trifluoromethyl)phenyl]Propane-1-one